C(C)(=O)OCC1=C(C=CC(=C1)S(=O)(=O)N1C(CCC2=CC(=CC=C12)CC)CC)C=C 5-((2,6-diethyl-3,4-dihydroquinolin-1(2H)-yl) sulfonyl)-2-vinylbenzyl acetate